tert-butyl [(3R,5S)-3-amino-5-{[bis(tert-butoxycarbonyl) amino]methyl}-2-oxopyrrolidin-1-yl]acetate N[C@H]1C(N([C@@H](C1)CN(C(=O)OC(C)(C)C)C(=O)OC(C)(C)C)CC(=O)OC(C)(C)C)=O